tryptophanyl-arginine N[C@@H](CC1=CNC2=CC=CC=C12)C(=O)N[C@@H](CCCNC(N)=N)C(=O)O